tert-butyl (S)-4-(6-chloro-7-(4-fluorophenyl)-1-(2-isopropyl-4-methylpyridin-3-yl)-2-oxo-1,2-dihydropyrido[2,3-d]pyrimidin-4-yl)-3-methylpiperazine-1-carboxylate ClC1=CC2=C(N(C(N=C2N2[C@H](CN(CC2)C(=O)OC(C)(C)C)C)=O)C=2C(=NC=CC2C)C(C)C)N=C1C1=CC=C(C=C1)F